1-acetyl-2-fluoroindolizine C(C)(=O)C=1C(=CN2C=CC=CC12)F